NC=1N=CC(=NC1OC=1C=NN(C1)C1CCN(CC1)C)C=1C=C(C=C(C1)N1[C@@H](COCC1)C)[C@@]1(COCCC1)O (S)-3-(3-(5-amino-6-((1-(1-methylpiperidin-4-yl)-1H-pyrazol-4-yl)oxy)pyrazin-2-yl)-5-((R)-3-methylmorpholino)phenyl)tetrahydro-2H-pyran-3-ol